N1(C=NC=C1)CCOC=1C=C(C=O)C=CC1OC 3-(2-(1H-imidazol-1-yl)ethoxy)-4-methoxybenzaldehyde